3-(2-(azetidin-1-yl)ethyl)-1H-pyrrolo[2,3-b]pyridine-5-carbonitrile N1(CCC1)CCC1=CNC2=NC=C(C=C21)C#N